5-amino-8-bromo-2-(2-hydroxyethyl)-7-phenyl-[1,2,4]triazolo[4,3-C]pyrimidin-3(2H)-one NC1=NC(=C(C=2N1C(N(N2)CCO)=O)Br)C2=CC=CC=C2